4-(benzyloxy)-3-(5,5-dimethyl-1,3-dioxane-2-yl)-5-fluoro-N-(6-(pyrrolidin-1-yl)-5-(trifluoromethyl)pyridin-3-yl)benzamide C(C1=CC=CC=C1)OC1=C(C=C(C(=O)NC=2C=NC(=C(C2)C(F)(F)F)N2CCCC2)C=C1F)C1OCC(CO1)(C)C